C(C)N(C(OC(C)(C)C)=O)CC=O tert-butyl ethyl(2-oxoethyl)carbamate